4,6-bis(dodecylthiomethyl)o-cresol bis(3,5-di-tert-butylphenyl-hydroxy)phosphite C(C)(C)(C)C=1C=C(C=C(C1)C(C)(C)C)OP(O)(O)(OC1=CC(=CC(=C1)C(C)(C)C)C(C)(C)C)OC1=C(C=C(C=C1C)CSCCCCCCCCCCCC)CSCCCCCCCCCCCC